C(#N)C(C)CCCCCC(C)C#N 2,8-Dicyanononan